5-(4-hydroxyphenyl)-10,15,20-tris(4-methoxyphenyl)porphyrin copper [Cu].OC1=CC=C(C=C1)C=1C2=CC=C(N2)C(=C2C=CC(C(=C3C=CC(=C(C=4C=CC1N4)C4=CC=C(C=C4)OC)N3)C3=CC=C(C=C3)OC)=N2)C2=CC=C(C=C2)OC